FC1=C(C(=O)NC2=NC(=CC=C2)C(=O)C2CCN(CC2)C2COC2)C=CC=C1 fluoro-N-(6-(1-(oxetan-3-yl)piperidine-4-carbonyl)pyridin-2-yl)benzamide